C(C1=CC=CC=C1)NCCNCC1=CC=CC=C1 dibenzyl-ethylenediamine